Cl.Cl.C(C)(C)(C)N[C@@H]1CN(CC1)C=1N=NC(=CN1)C1=C(C=C(C=C1)C=1C(=NNC1)F)O 2-{3-[(3S)-3-(tert-butylamino)pyrrolidin-1-yl]-1,2,4-triazin-6-yl}-5-(3-fluoro-1H-pyrazol-4-yl)phenol dihydrochloride